FC=1C=C(C(=C2C=C(NC12)S(=O)(=O)Cl)C1=NN(C=N1)C)C 7-fluoro-5-methyl-4-(1-methyl-1H-1,2,4-triazol-3-yl)-1H-indole-2-sulfonyl chloride